CC(C)NC(CCC(NCCNCCNC(CCC(NC(C)C)=O)=O)=O)=O (2S,20S)-2,20-dimethyl-4,7,15,18-tetraoxo-3,8,11,14,19-pentaazaheneicosane